6-bromo-2-methyl-2H-indazole BrC=1C=CC2=CN(N=C2C1)C